(1S)-1-(5-fluoro-3-methyl-1-benzofuran-2-yl)-2-methylpropan-1-amine FC=1C=CC2=C(C(=C(O2)[C@H](C(C)C)N)C)C1